7-(3-fluoro-4-methoxyphenyl)-2-(1,2,3,6-tetrahydropyridin-4-yl)-4H-pyrido[1,2-a]pyrimidin-4-one FC=1C=C(C=CC1OC)C=1C=CC=2N(C(C=C(N2)C=2CCNCC2)=O)C1